NC1=NC2=C(C=3N1N=C(N3)C3=NC=CC=C3)C(=C(N2CCN2CCN(CC2)C2=C(C=C(C=C2)F)F)C(=O)OC)C methyl 5-amino-7-(2-(4-(2,4-difluorophenyl) piperazin-1-yl) ethyl)-9-methyl-2-(pyridin-2-yl)-7H-pyrrolo[3,2-e][1,2,4]triazolo[1,5-c]pyrimidine-8-carboxylate